C(CC)(=O)[O-].[Rh+2].C(CC)(=O)[O-] rhodium(II) propionate